N1CCC(CC1)NC(=O)C=1NC2=CC=CC=C2C1 N-(piperidin-4-yl)-1H-indole-2-carboxamide